OC(CNC(=O)C=1SC=C(N1)C(=O)N1C(CCC1)C)(C)C N-(2-Hydroxy-2-methylpropyl)-4-(2-methylpyrrolidine-1-carbonyl)thiazole-2-carboxamide